(R)-4-(1-(5-fluoropyridin-2-yl)ethoxy)-6-(6-(4-hydroxypiperidin-1-yl)pyridin-3-yl)pyrazolo[1,5-a]pyridine-3-carbonitrile FC=1C=CC(=NC1)[C@@H](C)OC=1C=2N(C=C(C1)C=1C=NC(=CC1)N1CCC(CC1)O)N=CC2C#N